BrC=1C=C(C(=NC1)C=1N(C=C(N1)C(F)(F)F)C1CC1)F 5-bromo-2-[1-cyclopropyl-4-(trifluoromethyl)imidazol-2-yl]-3-fluoro-pyridine